C(=O)(O)C1CC2=CC(=CC=C2CC1)OC1=C(C=CC=C1)C1=CC(=CC=C1)C=C 2-carboxy-7-((3'-vinyl-[1,1'-biphenyl]-2-yl)oxy)-1,2,3,4-tetrahydronaphthalene